rel-N-[(3S,4R)-4-({[(1s,4S)-4-cyclopropylcyclohexyl]oxy}methyl)-7-methyl-6-oxo-1,3,4,6-tetrahydro-2H-quinolizin-3-yl]ethanesulfonamide C1(CC1)C1CCC(CC1)OC[C@H]1[C@H](CCC2=CC=C(C(N12)=O)C)NS(=O)(=O)CC |o1:11,12|